methyl 4-((6-(methylsulfonyl)-2-phenylimidazo[1,2-a]pyridin-3-yl)amino)benzoate CS(=O)(=O)C=1C=CC=2N(C1)C(=C(N2)C2=CC=CC=C2)NC2=CC=C(C(=O)OC)C=C2